N-(2-(3,4-dimethoxybenzoyl)phenyl)acetamide COC=1C=C(C(=O)C2=C(C=CC=C2)NC(C)=O)C=CC1OC